2,2,2-trifluoro-1-(4-methylphenyl)ethanone FC(C(=O)C1=CC=C(C=C1)C)(F)F